C(C)(=O)NC=1N=C2N(N=C(C=C2)C=2C=NC(=C(C(=O)NC(C)C3=C(C=CC(=C3)OC(F)(F)F)F)C2)C)C1 5-(2-acetamidoimidazo[1,2-b]pyridazin-6-yl)-N-(1-(2-fluoro-5-(trifluoromethoxy)phenyl)ethyl)-2-methylnicotinamide